3-(5-((R)-azepan-4-yl)-2-oxobenzo[cd]indol-1(2H)-yl)piperidine-2,6-dione N1CC[C@@H](CCC1)C=1C=CC=2C(N(C3=CC=CC1C23)C2C(NC(CC2)=O)=O)=O